5,10,15,20-tetrakis(4-carboxymethoxyphenyl)-21h,23h-porphin C(=O)(O)COC1=CC=C(C=C1)C=1C2=CC=C(N2)C(=C2C=CC(C(=C3C=CC(=C(C=4C=CC1N4)C4=CC=C(C=C4)OCC(=O)O)N3)C3=CC=C(C=C3)OCC(=O)O)=N2)C2=CC=C(C=C2)OCC(=O)O